3-(5-{[(4-fluorophenyl)methyl]amino}-4-methyl-1-(4-methylfuran-3-carbonyl)-1H-pyrazol-3-yl)-1-(3-hydroxypyrrolidine-1-carbonyl)-4-(trifluoromethyl)azetidin-2-one FC1=CC=C(C=C1)CNC1=C(C(=NN1C(=O)C1=COC=C1C)C1C(N(C1C(F)(F)F)C(=O)N1CC(CC1)O)=O)C